ClC=1C=NC(=NC1)CN1C(=NC(=C1)C(F)(F)F)C=1N(C=NC1)C 5-chloro-2-[[2-(3-methylimidazol-4-yl)-4-(trifluoromethyl)imidazol-1-yl]methyl]pyrimidine